C(C)(=O)C(C(C(=O)O)(O)C(C)=O)(O)C(=O)O.C(CCCCCCCCCCCCCCCCC)(=O)OCC(O)CO glyceryl monostearate diacetyltartarate